[Br-].[NH4+].CC=1N=C(SC1C)N1N([NH2+]C(=N1)C1=CC=CC=C1)C1=CC=CC=C1.[Br-] 3-(4,5-dimethyl-2-thiazolyl)-2,5-diphenyl-2H-tetrazolium ammonium bromide